3-(1-propenoyl-1,2,3,6-tetrahydropyridin-4-yl)-N-(1-cyanocyclopropyl)-8-(4-isobutyrylpiperazin-1-yl)imidazo[1,2-a]pyridine-6-sulphonamide C(C=C)(=O)N1CCC(=CC1)C1=CN=C2N1C=C(C=C2N2CCN(CC2)C(C(C)C)=O)S(=O)(=O)NC2(CC2)C#N